O[C@@]1(C(N(CC1)C)=O)C1=CC(=NO1)C=1C=C(C=CC1)C1=C(C=CC(=N1)C(=O)N)C (R)-6-(3-(5-(3-hydroxy-1-methyl-2-oxopyrrolidin-3-yl)isoxazol-3-yl)phenyl)-5-methylpyridineamide